(R)-N-(3-chloro-4-(4-(pyrrolidine-3-carbonyl)piperazine-1-carbonyl)phenyl)-5-(4-(cyanomethoxy)-2,3-difluorophenyl)-1-methyl-1H-imidazole-2-carboxamide 2,2,2-trifluoroacetate FC(C(=O)O)(F)F.ClC=1C=C(C=CC1C(=O)N1CCN(CC1)C(=O)[C@H]1CNCC1)NC(=O)C=1N(C(=CN1)C1=C(C(=C(C=C1)OCC#N)F)F)C